C(C1=CC=CC=C1)OC1=C(C=CC(=C1)C(F)(F)F)C1=NN=C(C=2N1C=CN2)N[C@H]2CN(C[C@@H](C2)F)C(=O)OC(C)(C)C |r| rac-tert-butyl (3R,5R)-3-((5-(2-(benzyloxy)-4-(trifluoromethyl)phenyl)imidazo[1,2-d][1,2,4]triazin-8-yl)amino)-5-fluoropiperidine-1-carboxylate